COC1=C(C=CC=C1)C=1N(N=C2C=CC=CC12)C1=CC=CC=C1 (2-methoxyphenyl)-2-phenyl-2H-indazole